3-[4-bromo-2-(8-chloro-4-oxo-chroman-2-yl)-5-(trifluoromethoxy)phenoxy]propionic acid BrC1=CC(=C(OCCC(=O)O)C=C1OC(F)(F)F)C1OC2=C(C=CC=C2C(C1)=O)Cl